5-((5-(ethyl(2-hydroxyethyl)amino)pentan-2-yl)amino)-N-(6-methylquinolin-8-yl)pyrazine-2-carboxamide C(C)N(CCCC(C)NC=1N=CC(=NC1)C(=O)NC=1C=C(C=C2C=CC=NC12)C)CCO